2-(4-(2-fluoro-5-(3-(6-methylpyridin-2-yl)-1H-pyrazol-4-yl)phenyl)-1H-pyrazol-1-yl)ethan-1-amine FC1=C(C=C(C=C1)C=1C(=NNC1)C1=NC(=CC=C1)C)C=1C=NN(C1)CCN